N(=[N+]=[N-])CCOCCOCCOCCOCCOCCOCCOCCOCCC(=O)ON1C(CCC1=O)=O 2,5-Dioxo-1-pyrrolidinyl 3-[(23-azido-3,6,9,12,15,18,21-heptaoxatricos-1-yl)oxy]propanoate